(S)-2-(trifluoromethyl)oxetane FC([C@H]1OCC1)(F)F